methyl 5-(2-chloro-5-(difluoromethyl)phenyl)-1-((5-methyl-1,3,4-oxadiazol-2-yl)methyl)-2-oxo-1,2-dihydropyridine-4-carboxylate ClC1=C(C=C(C=C1)C(F)F)C=1C(=CC(N(C1)CC=1OC(=NN1)C)=O)C(=O)OC